(±)-N-(3-Chloro-2-fluorophenyl)-7-[(4-methylpiperazin-1-yl)methyl]-7,8-dihydro[1,4]dioxino[2,3-g]quinazolin-4-amine ClC=1C(=C(C=CC1)NC1=NC=NC2=CC3=C(C=C12)O[C@@H](CO3)CN3CCN(CC3)C)F |r|